O=C1NC(CCC1N1C(C2=CC=C(C=C2C1=O)N1CCC(CC1)CN1CCC(CC1)CCN1CCN(CC1)C1=NC=NC(=C1)C1=NNC2=CC=C(C=C12)OC(C)C)=O)=O 2-(2,6-dioxopiperidin-3-yl)-5-(4-((4-(2-(4-(6-(5-isopropoxy-1H-indazol-3-yl)pyrimidin-4-yl)piperazin-1-yl)ethyl)piperidin-1-yl)methyl)piperidin-1-yl)isoindoline-1,3-dione